SCCSC(CS)CSCCS 2,3-di((2-mercaptoethyl)thio)1-propanethiol